CC(CCN1CCC2(C(C2)CNC=2SC(=CN2)C2=CC=CC=C2)CC1)(C)C N-[[6-(3,3-dimethylbutyl)-6-azaspiro[2.5]octan-2-yl]methyl]-5-phenyl-thiazol-2-amine